indole-2-carbonitrile N1C(=CC2=CC=CC=C12)C#N